4-chloro-9-(3-phenylnaphthalen-2-yl)-9H-carbazole ClC1=CC=CC=2N(C3=CC=CC=C3C12)C1=CC2=CC=CC=C2C=C1C1=CC=CC=C1